1,5,7-triazabicyclo[4.4.0]dec-5-ene hydrobromide Br.N12CCCN=C2NCCC1